FC=1C=C(C=CC1F)NC(=O)N1CC=2N(CC1)N=CC2C(=O)N[C@@H](C(F)(F)F)C (R)-N5-(3,4-Difluorophenyl)-N3-(1,1,1-trifluoropropan-2-yl)-6,7-dihydropyrazolo[1,5-a]pyrazine-3,5(4H)-dicarboxamide